2-azido-1,4-difluorobenzene N(=[N+]=[N-])C1=C(C=CC(=C1)F)F